C(C1=CC=CC=C1)(=O)N[C@@](C(=O)O)(CCCC)C (R)-2-benzoylamino-2-methylhexanoic acid